(S)-2'-((6-((tetrahydrofuran-3-yl)amino)pyrimidin-4-yl)amino)spiro[cyclohexane-1,4'-thieno[2,3-c]pyrrol]-6'(5'H)-one O1C[C@H](CC1)NC1=CC(=NC=N1)NC1=CC2=C(C(NC23CCCCC3)=O)S1